benzyl ((1S,2S)-2-(4-fluorophenyl)-1-(2-(((3R,5R)-2-oxo-5-(trifluoromethyl)piperidin-3-yl)methyl)imidazo[1,2-b][1,2,4]triazin-6-yl)butyl)carbamate FC1=CC=C(C=C1)[C@@H]([C@@H](C=1N=C2N(N=C(C=N2)C[C@@H]2C(NC[C@@H](C2)C(F)(F)F)=O)C1)NC(OCC1=CC=CC=C1)=O)CC